5-(3-(6-((4-(2-(2,6-Dioxopiperidin-3-yl)-1-oxoisoindolin-4-yl)but-3-yn-1-yl)carbamoyl)pyridin-3-yl)isoquinolin-8-yl)-N,7-dimethyl-1H-indole-3-carboxamide O=C1NC(CCC1N1C(C2=CC=CC(=C2C1)C#CCCNC(=O)C1=CC=C(C=N1)C=1N=CC2=C(C=CC=C2C1)C=1C=C2C(=CNC2=C(C1)C)C(=O)NC)=O)=O